4-((2,6-difluoro-4-(2H-1,2,3-triazol-2-yl)benzyl)oxy)phenyl sulfurofluoridate S(OC1=CC=C(C=C1)OCC1=C(C=C(C=C1F)N1N=CC=N1)F)(=O)(=O)F